BrC1=C(C(=CC=C1)Br)C(CO)C 2-(2,6-dibromophenyl)propan-1-ol